2-[(2R)-4-[4-chloro-2-(trifluoromethyl)benzoyl]-2-ethylpiperazin-1-yl]-5-(2-ethoxypyridin-3-yl)-N-{[(3S)-morpholin-3-yl]methyl}benzamide ClC1=CC(=C(C(=O)N2C[C@H](N(CC2)C2=C(C(=O)NC[C@@H]3NCCOC3)C=C(C=C2)C=2C(=NC=CC2)OCC)CC)C=C1)C(F)(F)F